tert-butyl (octahydro-1H-isoindol-4-yl)carbamate C1NCC2C(CCCC12)NC(OC(C)(C)C)=O